FC=1C=NN(C1)S(=O)(=O)N(C)C 4-fluoro-N,N-dimethyl-1H-pyrazole-1-sulfonamide